(trifluoromethyl)cyclobutan-1-ol FC(F)(F)C1(CCC1)O